NC=1C=CCN1 5-amino-2H-pyrrole